tert-Butyl (R)-4-(3-amino-8-bromo-5-fluorochroman-7-yl)piperazine-1-carboxylate N[C@H]1COC2=C(C(=CC(=C2C1)F)N1CCN(CC1)C(=O)OC(C)(C)C)Br